5-{(3R)-1-[cyclobutyl(4H-1,2,4-triazol-3-yl)methyl]-5',6'-dihydrospiro[pyrrolidine-3,4'-pyrrolo[1,2-b]pyrazol]-2'-yl}-3-(trifluoromethyl)pyridin-2-amine C1(CCC1)C(N1C[C@]2(CCN3N=C(C=C32)C=3C=C(C(=NC3)N)C(F)(F)F)CC1)C1=NN=CN1